BrC=1C2=CN(N=C2C(=CC1)C(=O)NC=1C=C(C=2N(C1)C=C(N2)C)Cl)C 4-bromo-N-{8-chloro-2-methylimidazo[1,2-a]-pyridin-6-yl}-2-methylindazole-7-carboxamide